1-(4-(tert-butyl)phenyl)ethan-1-one C(C)(C)(C)C1=CC=C(C=C1)C(C)=O